ClCC1=CC=C(C=C1)N1C(=NC=2C1=NC(=CC2)C=2OC(=NN2)C)C=2C(=NC=CC2)N 3-(3-(4-(Chloromethyl)phenyl)-5-(5-methyl-1,3,4-oxadiazol-2-yl)-3H-imidazo[4,5-b]pyridin-2-yl)pyridin-2-amine